cerium 2,5-dihydroxyterephthalate OC1=C(C(=O)[O-])C=C(C(=C1)C(=O)[O-])O.[Ce+3].OC1=C(C(=O)[O-])C=C(C(=C1)C(=O)[O-])O.OC1=C(C(=O)[O-])C=C(C(=C1)C(=O)[O-])O.[Ce+3]